3,7-dimethyl-1,5-octadiene-3,7-diol CC(C=C)(CC=CC(C)(O)C)O